C1(=CC=CC=C1)CCO (S)-phenylethyl alcohol